COC1=C(CNC2=NC=CN=C2)C=CC(=C1)OC N-(2,4-dimethoxybenzyl)pyrazin-2-amine